tert-butyl-4-(6-fluoro-7-(2-fluoro-4-(3-(2-methoxyethyl)ureido)phenyl)-1-(2-Isopropyl-6-methylphenyl)-2-oxo-1,2-dihydropyrido[2,3-d]pyrimidin-4-yl)-3-methylpiperazine-1-Formic acid C(C)(C)(C)C1N(CCN(C1C)C=1C2=C(N(C(N1)=O)C1=C(C=CC=C1C)C(C)C)N=C(C(=C2)F)C2=C(C=C(C=C2)NC(=O)NCCOC)F)C(=O)O